bis(p-carboxyphenoxy)methane C(=O)(O)C1=CC=C(OCOC2=CC=C(C=C2)C(=O)O)C=C1